ClC1=CC(=C2C[C@@H]([C@H](C2=C1)OC1=C(C=CC=C1)C)N(C)C)C 4-[[(1S,2S)-6-Chloro-2-(dimethylamino)-4-methyl-2,3-dihydro-1H-inden-1-yl]oxy]-3-methyl-benzene